aluminum, sulfate salt S(=O)(=O)([O-])[O-].[Al+3].S(=O)(=O)([O-])[O-].S(=O)(=O)([O-])[O-].[Al+3]